C[C@@H](CC)N1N=CC(=C1)C1=C(C(=O)O)C=C(C=C1)NC(=O)C1(CC1)C1=C(C=C(C=C1)C(F)(F)F)F 2-{1-[(2s)-Butan-2-yl]-1H-pyrazol-4-yl}-5-[({1-[2-fluoro-4-(trifluoromethyl)phenyl]cyclopropyl}carbonyl)amino]benzoic acid